(1R,2R)-2-fluoro-N-(3-(2-methoxyphenyl)-1-((2-(trimethylsilyl)ethoxy)methyl)-1H-pyrrolo[2,3-b]pyridin-6-yl)cyclopropane-1-carboxamide F[C@H]1[C@H](C1)C(=O)NC1=CC=C2C(=N1)N(C=C2C2=C(C=CC=C2)OC)COCC[Si](C)(C)C